N-((1S,3R)-3-((2-(2-(benzyloxy)-3-fluorophenyl)pyridin-4-yl)methyl)-3-(4-(chloromethyl)oxazol-2-yl)cyclopentyl)methanesulfonamide C(C1=CC=CC=C1)OC1=C(C=CC=C1F)C1=NC=CC(=C1)C[C@]1(C[C@H](CC1)NS(=O)(=O)C)C=1OC=C(N1)CCl